5-Chloropyrrolo[2,1-f][1,2,4]triazin-2,4(1H,3H)-dione ClC=1C=CN2NC(NC(C21)=O)=O